F[C@H]1C[C@H](N(C1)C(CN1CCC(CC1)NC1=CN=CC2=CC=CC=C12)=O)C#N (2S,4S)-4-fluoro-1-[2-[4-(4-isoquinolinylamino)-1-piperidinyl]acetyl]pyrrolidine-2-carbonitrile